6-((1S,2S)-2-(6-chloroimidazo[1,2-b]pyridazin-8-yl)cyclopropyl)-1-(2,2,2-trifluoroethyl)-1H-pyrazolo[3,4-b]pyridine ClC=1C=C(C=2N(N1)C=CN2)[C@@H]2[C@H](C2)C2=CC=C1C(=N2)N(N=C1)CC(F)(F)F